C(C)O[Si](CCCOC(C(=C)C)=O)(OCC)OCC triethoxy(3-methacryloyloxypropyl)silane